5-chloro-3-fluoro-2-[4-[[3-hydroxycyclohexyl]amino]pyrido[3,4-d]pyridazin-1-yl]phenol ClC=1C=C(C(=C(C1)O)C1=C2C(=C(N=N1)NC1CC(CCC1)O)C=NC=C2)F